O[C@@H]1[C@H](CCC1)NC(=O)C=1SC=CN1 N-((1S,2S)-2-hydroxycyclopentyl)thiazole-2-carboxamide